O1CCC(CC1)OC1=CC=C(C=C1)NC=1N=CC2=C(N1)CN(CC2)C(=O)OC(C)(C)C tert-butyl 2-{[4-(oxan-4-yloxy)phenyl]amino}-5H,6H,7H,8H-pyrido[3,4-d]pyrimidine-7-carboxylate